5-NORBORNENE-2-CARBOXALDEHYDE C12C(CC(C=C1)C2)C=O